FC=1C(=C(C=2C=CC(NC2C1)=S)C#N)C1=C(C=NN1C)I 7-Fluoro-6-(4-iodo-1-methyl-1H-pyrazol-5-yl)-2-thioxo-1,2-dihydroquinoline-5-carbonitrile